azido-histidine N(=[N+]=[N-])N[C@@H](CC1=CNC=N1)C(=O)O